NC1=CC=C(C=C1)C=1C(=NC=CC1)C(=O)N (4-aminophenyl)picolinamide